C1(CCCC1)[C@@H](C(=O)O)N(C(=O)OCC1C2=CC=CC=C2C=2C=CC=CC12)CC (2S)-2-cyclopentyl-2-[ethyl-(9H-fluoren-9-ylmethoxycarbonyl)amino]acetic acid